5-(4-chloro-2-fluorophenyl)-3-ethyl-7-((2S)-2-(1-methyl-1H-pyrazol-4-yl)-4-morpholinyl)-2-(trifluoromethyl)pyrido[4,3-d]pyrimidin-4(3H)-one ClC1=CC(=C(C=C1)C1=NC(=CC=2N=C(N(C(C21)=O)CC)C(F)(F)F)N2C[C@@H](OCC2)C=2C=NN(C2)C)F